N-{(4aR,6R)-5,5-difluoro-2-[4-(5-fluoro-3-methylpyridin-2-yl)-1,2-benzoxazol-3-yl]-1-oxooctahydropyrrolo[1,2-c]pyrimidin-6-yl}ethanesulfonamide FC1([C@@H](CN2C(N(CC[C@@H]21)C2=NOC1=C2C(=CC=C1)C1=NC=C(C=C1C)F)=O)NS(=O)(=O)CC)F